O[C@@]1(CNCC1)C(F)(F)F (3S)-3-hydroxy-3-(trifluoromethyl)pyrrolidin